tert-butyl ((5S,6S)-8,9-difluoro-6-methyl-5,6-dihydro-4H-pyrrolo[3,2,1-ij]quinolin-5-yl)carbamate FC=1C=C2[C@@H]([C@@H](CN3C2=C(C1F)C=C3)NC(OC(C)(C)C)=O)C